C1(CCCC1)N1C(C(N(CC1)CC1=NC=C(C=N1)C1=NC=CC=C1)=O)=O 1-cyclopentyl-4-((5-(pyridin-2-yl)pyrimidin-2-yl)methyl)piperazine-2,3-dione